3-Methoxy-4-amino-4'-nitroazobenzene COC=1C=C(C=CC1N)N=NC1=CC=C(C=C1)[N+](=O)[O-]